2-(3-bromophenyl)-N',2-dimethylpent-4-enehydrazide BrC=1C=C(C=CC1)C(C(=O)NNC)(CC=C)C